C1(CC1)C(=O)C1=CC(=C(COC2=CC=CC(=N2)C=2CCN(CC2)CC2=NC3=C(N2C[C@H]2OCC2)C=C(C=C3)C(=O)[O-])C=C1)F (S)-2-((6-((4-(cyclopropanecarbonyl)-2-fluorobenzyl) oxy)-3',6'-dihydro-[2,4'-bipyridin]-1'(2'H)-yl) methyl)-1-(oxetan-2-ylmethyl)-1H-benzo[d]imidazole-6-carboxylate